N-(4-((2-amino-3-(isopropylamino)pyridin-4-yl)oxy)-3-fluorophenyl)-1-(3-fluoropyridin-2-yl)-5-(trifluoromethyl)-1H-pyrazole-4-carboxamide NC1=NC=CC(=C1NC(C)C)OC1=C(C=C(C=C1)NC(=O)C=1C=NN(C1C(F)(F)F)C1=NC=CC=C1F)F